methylhexadienoate COC(C=CC=CC)=O